(2S)-2-(5-fluoro-2-methoxypyridin-4-yl)propionic acid FC=1C(=CC(=NC1)OC)[C@@H](C(=O)O)C